tert-butyl N-({4-[5-(difluoromethyl)-2-(2-formamidopyridin-3-yl)imidazo[4,5-b]pyridin-3-yl]phenyl}methyl)carbamate FC(C1=CC=C2C(=N1)N(C(=N2)C=2C(=NC=CC2)NC=O)C2=CC=C(C=C2)CNC(OC(C)(C)C)=O)F